sodium quinaldinate N1=C(CC(=O)[O-])C=CC2=CC=CC=C12.[Na+]